2-(4-(((6-(cyclobutyl((4-(trifluoromethyl)cyclohexyl)methyl)amino)-5-fluoropyrimidin-4-yl)amino)methyl)-3-hydroxypiperidin-1-yl)acetamide C1(CCC1)N(C1=C(C(=NC=N1)NCC1C(CN(CC1)CC(=O)N)O)F)CC1CCC(CC1)C(F)(F)F